(S)-N-((4-bromothiophen-2-yl)(cyclopentyl)methyl)-2-methylpropane-2-sulfinamide BrC=1C=C(SC1)C(N[S@@](=O)C(C)(C)C)C1CCCC1